2-(4-((4-propylphenyl)amino)cyclohexyl)acetamide tert-Butyl-5-methoxy-4-((2-(4-(methoxycarbonyl)-3-methylphenyl)piperazin-1-yl)methyl)-7-methyl-1H-indole-1-carboxylate C(C)(C)(C)OC(=O)N1C=CC2=C(C(=CC(=C12)C)OC)CN1C(CNCC1)C1=CC(=C(C=C1)C(=O)OC)C.C(CC)C1=CC=C(C=C1)NC1CCC(CC1)CC(=O)N